bis-diphenylphosphinyl-isopropylamine C1(=CC=CC=C1)P(=O)(C1=CC=CC=C1)N(C(C)C)P(=O)(C1=CC=CC=C1)C1=CC=CC=C1